C(C)OC([C@@H](N)CCCNC(N)=N)=O arginine ethyl ester